C(C)(C)(C)OC(=O)N1C(=NC2=C1C=CC=C2CC(C)C)CN2C(C(=CC=C2)NC([C@H](CC\C=C\C(=O)N(C)C)OC(N(C)C)=O)=O)=O tert-Butyl-(S,E)-2-((3-(7-(dimethylamino)-2-((dimethylcarbamoyl)oxy)-7-oxohept-5-enamido)-2-oxopyridin-1(2H)-yl)methyl)-4-isobutyl-1H-benzo[d]imidazol-1-carboxylat